methyl isopentenoate C(C=C(C)C)(=O)OC